6-(4-chlorophenyl)benzo[b]naphtho[2,1-d]furan ClC1=CC=C(C=C1)C1=CC=2C=CC=CC2C2=C1C1=C(O2)C=CC=C1